FC(C1=CC=C(C=C1)NC(=O)C(=O)OCC)(F)F Ethyl [[4-(trifluoromethyl)phenyl]-carbamoyl]formate